COC(=O)C=1C=C2CCC(C2=CC1)O.OC1=CC=C(C=C1)C[C@@H](CNC(C[C@@H](C1(CC1)C(F)(F)F)C=1C=NC=CC1)=O)OC (R)-N-((S)-3-(4-hydroxyphenyl)-2-methoxypropyl)-3-(pyridin-3-yl)-3-(1-(trifluoromethyl)cyclopropyl)propanamide methyl-1-hydroxy-2,3-dihydro-1H-indene-5-carboxylate